C1(CC1)CC1(CCN(CC1)C(C1=C(N=CC=C1)C1=NC=NC=C1)=O)C#N 4-(cyclopropylmethyl)-1-(2-(pyrimidin-4-yl)nicotinoyl)piperidine-4-carbonitrile